4-((tert-Butoxycarbonyl)amino)-1-(5-(3-cyano-6-(2-hydroxy-2-methylpropyloxy)pyrazolo[1,5-a]pyridin-4-yl)pyridin-2-yl)piperidine-4-carboxylic acid C(C)(C)(C)OC(=O)NC1(CCN(CC1)C1=NC=C(C=C1)C=1C=2N(C=C(C1)OCC(C)(C)O)N=CC2C#N)C(=O)O